COC1=CC=C(C=C1)NC(C1=C(C=CC=C1)C1=CC=CC=C1)=S N-(p-methoxyphenyl)phenylthiobenzamide